FC(C(=O)O)(F)F.N1=C(C=NC=C1)N pyrazine-2-amine trifluoroacetate